2-(4-Bromobutyl)-4-(cyclohexylmethyl)-1,2,4-thiadiazolidine-3,5-dione BrCCCCN1SC(N(C1=O)CC1CCCCC1)=O